N-methyl-N-(1-methylpiperidin-4-yl)benzamide CN(C(C1=CC=CC=C1)=O)C1CCN(CC1)C